7-(1,3-Dioxolan-2-yl)-1-{[2-(trimethylsilyl)ethoxy]methyl}indazole-5-carboxylic acid O1C(OCC1)C=1C=C(C=C2C=NN(C12)COCC[Si](C)(C)C)C(=O)O